(2-chloro-4-(3-nitrophenoxy)-7H-pyrrolo[2,3-d]pyrimidin-7-yl)methyl Pivalate C(C(C)(C)C)(=O)OCN1C=CC2=C1N=C(N=C2OC2=CC(=CC=C2)[N+](=O)[O-])Cl